methyl ((2-(((S)-5-hydroxy-3-methylpentyl)oxy)-4-methylphenyl)sulfonyl)-L-prolinate OCC[C@@H](CCOC1=C(C=CC(=C1)C)S(=O)(=O)N1[C@@H](CCC1)C(=O)OC)C